2-(2'-hydroxy-3'-methallyl-5'-methylphenyl)benzotriazol OC1=C(C=C(C=C1CC(C)=C)C)N1N=C2C(=N1)C=CC=C2